oleyl-oleic acid C(CCCCCCC\C=C/CCCCCCCC)C(C(=O)O)CCCCCC\C=C/CCCCCCCC